4-n-butoxy-3,5-dimethoxy-phenethylamine C(CCC)OC1=C(C=C(CCN)C=C1OC)OC